n-pentylethylmagnesium C(CCCC)[Mg]CC